3,5-difluoro-4-hydroxy-N-{[(1r,4r)-4-{6-[5-(trifluoromethyl)pyrazin-2-yl]-2H-indazol-2-yl}cyclohexyl]methyl}benzamide FC=1C=C(C(=O)NCC2CCC(CC2)N2N=C3C=C(C=CC3=C2)C2=NC=C(N=C2)C(F)(F)F)C=C(C1O)F